C(C)(C)(C)OC(=O)N(C(OC(C)(C)C)=O)C1=NC(=CC=C1)CN1N=CC2=C(C1=O)N(C1=C2SC(=N1)S(=O)(=O)C)C tert-butyl (tert-butoxycarbonyl)(6-((4-methyl-2-(methylsulfonyl)-5-oxo-4,5-dihydro-6H-thiazolo[5',4':4,5]pyrrolo[2,3-d]pyridazin-6-yl)methyl)pyridin-2-yl)carbamate